[Cl-].C(N)(=O)CN1CC=CC=C1 1-(carbamoyl-methyl)pyridine chloride